(4-methylphenyl)methanol CC1=CC=C(C=C1)CO